zinc-manganese(IV) oxide [O-2].[Mn+4].[Zn+2].[O-2].[O-2]